NC=1C2=C(N=CN1)N(C=C2C2=C(C=C(C=C2)NC([C@H](O)C2=CC(=CC=C2)F)=O)Cl)C (R)-N-(4-(4-amino-7-methyl-7H-pyrrolo[2,3-d]pyrimidin-5-yl)-3-chlorophenyl)-2-(3-fluorophenyl)-2-hydroxyacetamide